ClC1=NOCC1 chloro-4,5-dihydroisoxazole